methyl 2-((1R,4r)-4-((R)-4-(tert-butoxycarbonyl)-2-(methoxymethyl)piperazin-1-yl)cyclohexyl)-5-nitro-2H-indazole-6-carboxylate C(C)(C)(C)OC(=O)N1C[C@@H](N(CC1)C1CCC(CC1)N1N=C2C=C(C(=CC2=C1)[N+](=O)[O-])C(=O)OC)COC